N1=CC=C2N=CNC2=C1N 3-Deazaadenine